BrC1=NC=C(C(=N1)C1=CN=C2N1N=C(C(=C2)OC)N2C(CCC2)=O)F 1-(3-(2-bromo-5-fluoropyrimidin-4-yl)-7-methoxyimidazo[1,2-b]pyridazin-6-yl)pyrrolidin-2-one